[Cl-].[Cl-].C(C)C1(C(=C(C(=C1C)C)C)C)[Zr+2]C1C(=CC2=CC=CC=C12)C (1-ethyl-2,3,4,5-tetramethylcyclopentadienyl)(2-methylindenyl)zirconium dichloride